6-(4-(6-((2-(6-fluoro-4-methoxy-2-methyl-1H-indol-1-yl)ethyl)amino)pyrimidin-4-yl)phenyl)-N,N-dimethylpyrimidin-4-amine FC1=CC(=C2C=C(N(C2=C1)CCNC1=CC(=NC=N1)C1=CC=C(C=C1)C1=CC(=NC=N1)N(C)C)C)OC